ClC=1C=CC2=C(N=C(S2)N2N=CN=C2CNC(=O)NCC2=NC=NN2C2=CC(=C(C=C2)Cl)F)C1 1-{[1-(5-chloro-1,3-benzothiazol-2-yl)-1H-1,2,4-triazol-5-yl]methyl}-3-{[1-(4-chloro-3-fluorophenyl)-1H-1,2,4-triazol-5-yl]methyl}urea